C1(=CC=CC=C1)C1(CCCC2=C1C=CS2)NC=O N-(4-phenyl-4,5,6,7-tetrahydrobenzothien-4-yl)carboxamide